butenylpyrimidine C(=CCC)C1=NC=CC=N1